bis-[4-(phenylsulfonyloxy)-3-methyl-phenyl]urea C1(=CC=CC=C1)S(=O)(=O)OC1=C(C=C(C=C1)NC(NC1=CC(=C(C=C1)OS(=O)(=O)C1=CC=CC=C1)C)=O)C